C(C1=CC=CC=C1)N1CC(C(CC1)(C(=O)OCC)CC1=CC=CC=C1)OC ethyl 1,4-dibenzyl-3-methoxy-4-piperidinecarboxylate